(E)-6-(6-(azetidin-3-ylmethoxy)pyridin-3-yl)-N'-(2-fluoro-5-methoxybenzylidene)pyrazine-2-carbohydrazide N1CC(C1)COC1=CC=C(C=N1)C1=CN=CC(=N1)C(=O)N/N=C/C1=C(C=CC(=C1)OC)F